4-(piperidin-1-yl)piperidine N1(CCCCC1)C1CCNCC1